C(C)N(C=O)CC1=C(C=C(C=C1)C1=NOC(=N1)C(F)(F)F)C N-ethyl-2-methyl-N-[[4-[5-(trifluoromethyl)-1,2,4-oxadiazol-3-yl]phenyl]methyl]carboxamide